2-{3-[6-amino-3-(2-methoxyphenyl)-1H-pyrazolo[3,4-d]pyrimidin-4-yl]-2-(hydroxymethyl)phenyl}-6-cyclopropyl-8-fluoroisoquinolin-1(2H)-one NC1=NC(=C2C(=N1)NN=C2C2=C(C=CC=C2)OC)C=2C(=C(C=CC2)N2C(C1=C(C=C(C=C1C=C2)C2CC2)F)=O)CO